C(OC[C@]1(O[C@H]([C@@H]2OC(O[C@@H]21)(C)C)C2=CC=C1C(=NC=NN12)N)C#N)(OC[C@H](CC)C)=O ((3aS,4R,6S,6aS)-6-(4-aminopyrrolo[2,1-f][1,2,4]triazin-7-yl)-4-cyano-2,2-dimethyltetrahydrofuro[3,4-d][1,3]dioxol-4-yl)methyl ((S)-2-methylbutyl) carbonate